C(=O)(OC(C)(C)C)C(C(=O)NC1=C(C=C(C(=C1)C1=CN(C2=C(N=CC=C21)OC)C)OC2=C(C=C(C=C2)F)F)C)NC BOC-N-(4-(2,4-difluorophenoxy)-5-(7-methoxy-1-methyl-1H-pyrrolo[2,3-c]pyridin-3-yl)-2-methylphenyl)-2-(methylamino)acetamide